α-tocopheryl succinate CC1C(C)=C2C(=C(C)C=1OC(=O)CCC(=O)O)CC[C@@](C)(CCC[C@H](C)CCC[C@H](C)CCCC(C)C)O2